Cl.C(C)N1N=CC=2C1=CN=C(C2)[C@@H](C)N (R)-1-(1-ethyl-1H-pyrazolo[3,4-c]pyridin-5-yl)ethan-1-amine hydrochloride